C12CNCC(CC1)N2C2=CC=C(C=N2)C=2C=C(NC2)C=2C=NN(C2)C 4-(6-(3,8-diazabicyclo[3.2.1]oct-8-yl)pyridin-3-yl)-2-(1-methyl-1H-pyrazol-4-yl)-1H-pyrrole